FC=1C=CC(=C(C1)CC(=O)OC(C)(C)C)NC(C1=CC(=C(C=C1)N1CCCC1)[N+](=O)[O-])=O tert-butyl 2-(5-fluoro-2-(3-nitro-4-(pyrrolidin-1-yl)benzamido) phenyl)acetate